(11R)-8,8,11-trimethyl-9-oxo-1,10,19-triazatricyclo[10.5.2.015,18]nonadeca-12(19),13,15(18),16-tetraene-17-carbaldehyde CC1(CCCCCCN2C(=CC=3C=CC([C@H](NC1=O)C)=NC23)C=O)C